2-((5-methoxypyridin-2-yl)oxy)-N-methylethan-1-amine COC=1C=CC(=NC1)OCCNC